Cl.NC1=C2N(C(N(C2=NC=N1)[C@@H]1C(CN(CC1)CCC1CCNCC1)(F)F)=O)C1=CC=C(C=C1)OC1=CC=CC=C1 6-amino-9-[(4S)-3,3-difluoro-1-[2-(piperidin-4-yl)ethyl]piperidin-4-yl]-7-(4-phenoxyphenyl)purin-8-one hydrochloride